((1s,3s)-3-(3-chloro-4-cyanophenoxy)-2,2,4,4-tetramethylcyclobutyl)carbamic acid tert-butyl ester C(C)(C)(C)OC(NC1C(C(C1(C)C)OC1=CC(=C(C=C1)C#N)Cl)(C)C)=O